1-(2,6-dichloro-3-pyridinyl)ethanone ClC1=NC(=CC=C1C(C)=O)Cl